N-(2,2-difluoroethyl)-6-(6-methyl-1H-pyrrolo[2,3-b]pyridin-3-yl)imidazo[1,2-a]pyridine-3-carboxamide FC(CNC(=O)C1=CN=C2N1C=C(C=C2)C2=CNC1=NC(=CC=C12)C)F